2-(p-methoxyphenyl)-1-propanol COC1=CC=C(C=C1)C(CO)C